5-({4-[(tert-butyl)(methyl)(oxycarbonylamino)]butyl}[2-hydroxy-7-(1-octylnonylcarbonyloxy)heptyl]amino)-4-hydroxypentyl dodecanoate C(CCCCCCCCCCC)(=O)OCCCC(CN(CC(CCCCCOC(=O)C(CCCCCCCC)CCCCCCCC)O)CCCCN(C(=O)OC)C(C)(C)C)O